C1(=CC=CC=C1)[C@@H](C)N1C=NC=C1C(=O)Cl (R)-1-(1-phenylethyl)-1H-imidazole-5-carbonyl chloride